(R)-1-((R)-3-amino-1-(4-((6-amino-9H-purin-9-yl)methyl)-6-(2-(difluoromethyl)-4-methoxyphenyl)pyridin-3-yl)piperidin-3-yl)-2,2-difluoroethan-1-ol N[C@]1(CN(CCC1)C=1C=NC(=CC1CN1C2=NC=NC(=C2N=C1)N)C1=C(C=C(C=C1)OC)C(F)F)[C@H](C(F)F)O